CC1CC(NN1)NC2=NC(=C3C=CC=NC3=C2)NC4C[C@H]5CCC[C@@H](C4)N5S(=O)(=O)C6=CN=CC=C6 N7-(5-methyl-1H-pyrazol-3-yl)-N5-((1R,3s,5S)-9-(pyridin-3-ylsulfonyl)-9-azabicyclo[3.3.1]nonan-3-yl)-1,6-naphthyridine-5,7-diamine